(2S,4r)-1-[(2S)-2-(4-cyclopropyl-triazol-1-yl)-3,3-dimethyl-butyryl]-N-[[5-(difluoromethyl)-2-methyl-pyrazol-3-yl]methyl]-4-hydroxy-pyrrolidine-2-carboxamide C1(CC1)C=1N=NN(C1)[C@H](C(=O)N1[C@@H](C[C@H](C1)O)C(=O)NCC=1N(N=C(C1)C(F)F)C)C(C)(C)C